N-[[2-[3-(hydroxymethyl)phenyl]-5-methoxyphenyl]methyl]-2-methylpropane-2-sulfinamide OCC=1C=C(C=CC1)C1=C(C=C(C=C1)OC)CNS(=O)C(C)(C)C